ClC=1C=CC=C2C(C=C(OC12)C1=C(C=C(C=C1)C(F)(F)F)OCCN1CCC(CC1)S(=O)C)=O 8-Chloro-2-[2-[2-(4-methylsulfinyl-1-piperidyl)ethoxy]-4-(trifluoromethyl)phenyl]chromen-4-on